4-methylbenzene-1-sulfonylchloride CC1=CC=C(C=C1)S(=O)(=O)Cl